CN(CC(C1=CC=C(C=C1)C1=C(N=CS1)C)NC(=O)[C@H]1N(C[C@@H](C1)O)C([C@H](C(C)(C)C)NC(OC(C)(C)C)=O)=O)C tert-butyl ((2S)-1-((2S,4R)-2-((2-(dimethylamino)-1-(4-(4-methylthiazol-5-yl)phenyl)ethyl)carbamoyl)-4-hydroxypyrrolidin-1-yl)-3,3-dimethyl-1-oxobutan-2-yl)carbamate